N-(4-methyl-3-(2-(methylamino)-8,9-dihydroimidazo[1',2':1,6]pyrido[2,3-d]pyrimidin-6-yl)phenyl)-4-(trifluoromethyl)picolinamide CC1=C(C=C(C=C1)NC(C1=NC=CC(=C1)C(F)(F)F)=O)C1=CC2=C(N=C(N=C2)NC)N2C1=NCC2